CC1=CC(=NN1)NC1=NC(=C2C=CC=NC2=C1)S(=O)(=O)N1CC2CCC(C1)N2CCC#N 3-(3-((7-((5-Methyl-1H-pyrazol-3-yl)amino)-1,6-naphthyridin-5-yl)sulfonyl)-3,8-diazabicyclo[3.2.1]octane-8-yl)propionitrile